2-bromo-1-(3-chlorophenyl)ethane BrCCC1=CC(=CC=C1)Cl